O1C=C(C2=C1C=CC=C2)CNC(=O)C2(CC1=CC=CC=C1C2)CC(=O)O 2-[2-(benzofuran-3-ylmethyl-carbamoyl)indan-2-yl]acetic acid